1-[3-(methylsulfonyl)-4-phenoxyphenyl]-3-phenyl-1,3,5-triazinane-2,4,6-trione CS(=O)(=O)C=1C=C(C=CC1OC1=CC=CC=C1)N1C(N(C(NC1=O)=O)C1=CC=CC=C1)=O